3-bromo-2-(prop-2-yn-1-yloxy)benzaldehyde oxime BrC=1C(=C(C=NO)C=CC1)OCC#C